7-((1,1'-biphenyl)-4-yl)-8,8-difluorooct-7-en-2-one C1(=CC=C(C=C1)C(CCCCC(C)=O)=C(F)F)C1=CC=CC=C1